ClC1=C(NC(=O)OC(C)(C)C)C=C(C=C1)Cl 2,5-dichloro-Boc-aniline